2-(2,6-dioxo-3-piperidinyl)-3-oxo-isoindoline-4-carbonitrile O=C1NC(CCC1N1CC=2C=CC=C(C2C1=O)C#N)=O